ClC=1C=NN2C1C=NC=C2C2=CN=C(S2)C(=O)NCC2=NC=CC(=C2)NS(=O)(=O)C2CC2 5-{3-chloropyrazolo[1,5-a]pyrazine-7-yl}-N-[(4-cyclopropanesulfonamidopyridin-2-yl)methyl]-1,3-thiazole-2-carboxamide